4-hydroxyundecanoic acid sodium salt [Na+].OC(CCC(=O)[O-])CCCCCCC